ClC1=C(C(=CC=C1)Cl)NC1(CO)CC=CC=C1 1-(2,6-dichlorophenylamino)benzyl alcohol